(3-(4-(4,6-Dimethylpyrimidin-5-yl)benzyl)-1,2,3-oxadiazol-3-ium-5-yl)((8-(trifluoromethyl)-quinolin-6-yl)carbamoyl)amide CC1=NC=NC(=C1C1=CC=C(C[N+]2=NOC(=C2)[N-]C(NC=2C=C3C=CC=NC3=C(C2)C(F)(F)F)=O)C=C1)C